5-((2,6-diethyl-3,4-dihydroquinolin-1(2H)-yl)sulfonyl)-2-vinylbenzyl alcohol C(C)C1N(C2=CC=C(C=C2CC1)CC)S(=O)(=O)C=1C=CC(=C(CO)C1)C=C